3-(6-(2,4-dimethoxypyrimidin-5-yl)imidazo[1,2-b]pyridazin-8-yl)-3-azabicyclo[3.1.1]heptane COC1=NC=C(C(=N1)OC)C=1C=C(C=2N(N1)C=CN2)N2CC1CC(C2)C1